(S)-1-(1-(3-bromophenyl)-2-hydroxyethyl)-4-(3-(6-isopropoxypyridin-3-yl)-1H-indazol-5-yl)pyridin-2(1H)-one BrC=1C=C(C=CC1)[C@@H](CO)N1C(C=C(C=C1)C=1C=C2C(=NNC2=CC1)C=1C=NC(=CC1)OC(C)C)=O